N-(3-chloro-4-(methylsulfonyl)phenyl)-4-(2,6-dimethoxypyridin-4-yl)thiazol-2-amine ClC=1C=C(C=CC1S(=O)(=O)C)NC=1SC=C(N1)C1=CC(=NC(=C1)OC)OC